3-hydroxybutan-2-yl formate C(=O)OC(C)C(C)O